FC1=C(C=C(C=C1C[C@@H]1N(CC2(CC2)[C@@H]1NS(=O)(=O)C(C)C)C(=O)[C@@H]1OCC1)F)C1=CC=CC=C1 N-((6s,7s)-6-((2,5-difluoro-[1,1'-biphenyl]-3-yl)methyl)-5-((R)-oxetan-2-carbonyl)-5-azaspiro[2.4]heptan-7-yl)propane-2-sulfonamide